CN1C[C@@H](CCC1)NC=1N=NC(=C2C1C=NC=C2)C2=C(C=C(C=C2)C(F)(F)F)C=2C=NN(C2)C N-[(3R)-1-methylpiperidin-3-yl]-1-[2-(1-methyl-1H-pyrazol-4-yl)-4-(trifluoromethyl)phenyl]pyrido[3,4-d]pyridazin-4-amine